C(CCC)OC1=C(C=C(C=C1)C1=CC(=CN=N1)C(=O)NCC=1C(=NC=CC1)N1CCOCC1)Cl 6-(4-butoxy-3-chloro-phenyl)-N-[(2-morpholino-3-pyridinyl)methyl]pyridazine-4-carboxamide